C(C=C)(=O)OCCC[Si](OCC)(OCC)C 3-acryloyloxypropyl-methyl-diethoxysilane